2-(1H-imidazol-1-yl)-N-(p-tolyl)pyrimidine-4-carboxamide N1(C=NC=C1)C1=NC=CC(=N1)C(=O)NC1=CC=C(C=C1)C